R-1,3-dimethylbutylamine C[C@H](CC(C)C)N